ClC1=NC(=CC(=C1)C1=C(N=C(S1)NC(=O)N1CCOCC1)C1=CC(=CC=C1)C#N)C N-[5-(2-Chloro-6-methyl-4-pyridyl)-4-(3-cyanophenyl)thiazol-2-yl]morpholin-4-carboxamid